1-((S)-2-(3-((2-(4-hydroxy-4-methylpiperidin-1-yl)pyrimidin-4-yl)amino)-8-((2R,3S)-2-methyl-3-(2-(methylsulfonyl)propan-2-yl)azetidin-1-yl)isoquinolin-5-yl)azepan-1-yl)prop-2-en-1-one OC1(CCN(CC1)C1=NC=CC(=N1)NC=1N=CC2=C(C=CC(=C2C1)[C@H]1N(CCCCC1)C(C=C)=O)N1[C@@H]([C@H](C1)C(C)(C)S(=O)(=O)C)C)C